1-methyl-3-oxo-N-(5-((4-(trifluoromethyl)benzyl)oxy)-1H-indol-3-yl)cyclobutane-1-carboxamide CC1(CC(C1)=O)C(=O)NC1=CNC2=CC=C(C=C12)OCC1=CC=C(C=C1)C(F)(F)F